(2S)-2-amino-N-[3-(2,6-difluorobenzoyl)-5-(difluoromethyl)-5,6-dihydro-4H-cyclopenta[b]thiophen-2-yl]propanamide N[C@H](C(=O)NC1=C(C2=C(S1)CC(C2)C(F)F)C(C2=C(C=CC=C2F)F)=O)C